N1(N=CC=C1)CC(=O)NC1=NC2=C(N1)C=CC(=C2)C#N 2-(2-(1H-pyrazol-1-yl)acetamido)-5-cyano-1H-benzo[d]imidazole